(R)-2-(5-(6',8'-dihydrospiro[chromane-4,9'-pyrido[3',2':4,5]imidazo[2,1-c][1,4]oxazin]-2'-yl)pyrimidin-2-yl)propan-2-ol N1=C(C=CC=2N=C3COC[C@@]4(N3C21)CCOC2=CC=CC=C24)C=2C=NC(=NC2)C(C)(C)O